(S)-N-cyclopropyl-5-(4-(4-methoxypyrazolo[1,5-a]pyridin-2-yl)-1,4,6,7-tetrahydro-5H-imidazo[4,5-c]pyridin-5-yl)pyrazine-2-carboxamide C1(CC1)NC(=O)C1=NC=C(N=C1)N1[C@@H](C2=C(CC1)NC=N2)C2=NN1C(C(=CC=C1)OC)=C2